2-(3-azabicyclo[3.1.0]hexan-3-yl)-3,6-dimethyl-8-((R)-1-((2-(methylsulfonyl)phenyl)amino)ethyl)quinazolin-4(3H)-one C12CN(CC2C1)C1=NC2=C(C=C(C=C2C(N1C)=O)C)[C@@H](C)NC1=C(C=CC=C1)S(=O)(=O)C